CN1N=C(C=C1S(=O)(=O)N1CCC2(CC[C@@H](C2)N2CCOCC2)CC1)C (S)-4-(8-((1,3-dimethyl-1H-pyrazol-5-yl)sulfonyl)-8-azaspiro[4.5]dec-2-yl)morpholine